[1,4]oxazine 1-oxide [O+]1(CC=NC=C1)[O-]